C1(CC1)OC(=O)N1C[C@@H](OCC1)CC1=C(N=C2N1C=CC(=C2)C)C2=C(C(=C(C=C2F)C(NC)=O)F)F (S)-2-((7-methyl-2-(2,3,6-trifluoro-4-(methylcarbamoyl)phenyl)imidazo[1,2-a]pyridin-3-yl)methyl)morpholine-4-carboxylic acid cyclopropyl ester